(±)-N-(8-amino-6-(4-methylpyridin-3-yl)isoquinolin-3-yl)-2-(cyanomethyl)-3-methylcyclopropane-1-carboxamide NC=1C=C(C=C2C=C(N=CC12)NC(=O)C1C(C1C)CC#N)C=1C=NC=CC1C